(3ar,4r,6ar)-1-(5-(2-cyanopyridin-4-yl)oxazole-2-carbonyl)-4-methylhexahydropyrrolo[3,4-b]pyrrole-5(1H)-carboxylic acid tert-butyl ester C(C)(C)(C)OC(=O)N1C[C@@H]2N(CC[C@@H]2[C@H]1C)C(=O)C=1OC(=CN1)C1=CC(=NC=C1)C#N